[Si](C)(C)(C(C)(C)C)O[C@H](CN1N=C(C=C1C(=O)OCC)OCC)C ethyl (S)-1-(2-((tert-butyldimethylsilyl)oxy)propyl)-3-ethoxy-1H-pyrazole-5-carboxylate